(S)-N-(7-chloro-6-(1-((3R,4R)-4-hydroxy-3-methyltetrahydrofuran-3-yl)piperazin-4-yl)isoquinolin-3-yl)-2,2-dimethyltetrahydrofuran-3-carboxamide ClC1=C(C=C2C=C(N=CC2=C1)NC(=O)[C@@H]1C(OCC1)(C)C)N1CCN(CC1)[C@@]1(COC[C@@H]1O)C